C1(=CC=C(C=C1)C[C@H](NC(C(C(=O)NCC1=CC(=CC=C1)OC)C)=O)OB(O)O)C1=CC=CC=C1 ((1R)-2-([1,1'-biphenyl]-4-yl)-1-(3-((3-methoxybenzyl)amino)-2-methyl-3-oxopropionamido)ethyl)boric acid